COC=1C=C2CCN(CC2=CC1OC)CCNC(=O)C=1OC2=C3C(=C(C=C2C(C1)=O)OC)C=CC=C3 N-(2-(6,7-dimethoxy-3,4-dihydroisoquinolin-2(1H)-yl)ethyl)-6-methoxy-4-oxo-4H-benzo[H]chromen-2-carboxamide